3-(8-(3-Aminophenyl)-2-imino-3-methyl-2,3-dihydro-1H-imidazo[4,5-c]quinolin-1-yl)-4-methylbenzonitrile NC=1C=C(C=CC1)C1=CC=2C3=C(C=NC2C=C1)N(C(N3C=3C=C(C#N)C=CC3C)=N)C